tert-butyl (1-(4-(2-((2-(2,6-dioxopiperidin-3-yl)-1,3-dioxoisoindolin-5-yl)oxy)acetamido)butyl)piperidin-4-yl)carbamate O=C1NC(CCC1N1C(C2=CC=C(C=C2C1=O)OCC(=O)NCCCCN1CCC(CC1)NC(OC(C)(C)C)=O)=O)=O